CC1=CC(=NC(=N1)CCC)C=O 6-METHYL-2-PROPYLPYRIMIDINE-4-CARBALDEHYDE